COC=1C=C(C=CC1)S(=O)(=O)NC1=NOC=C1 3-methoxy-N-(1,2-oxazol-3-yl)benzene-1-sulfonamide